BrC1=CC=C(C=C1)S/C=C(\C(=O)OCC)/I ethyl (E)-3-((4-bromophenyl) thio)-2-iodoacrylate